COC(C1=C(C=C(C=C1)C(F)(F)F)C1CCOC2=CC(=CC=C12)F)=O 2-(7-fluorochroman-4-yl)-4-(trifluoromethyl)benzoic acid methyl ester